5-(4-Chlorophenyl)-7-{1-[1-(2-fluorophenyl)-1H-1,2,3-triazol-4-yl]propyl}-7H-pyrrolo[2,3-d]pyrimidin-4-amine ClC1=CC=C(C=C1)C1=CN(C=2N=CN=C(C21)N)C(CC)C=2N=NN(C2)C2=C(C=CC=C2)F